NCCN1C2=NC(=NC=C2N=C1NC1=CC(=CC(=C1)C(F)(F)F)Cl)NC1CCCC1 9-(2-aminoethyl)-N8-(3-chloro-5-(trifluoromethyl)phenyl)-N2-cyclopentyl-9H-purine-2,8-diamine